[Sn].[Te].[Ge].[Pt] platinum germanium tellurium tin